FC1=CC=C(C=C1)[C@H]1N(OCC1)C(=O)C1(C(CCC1)=O)C (3S)-3-(4-fluorophenyl)-2-(2-methyloxocyclopentane-2-carbonyl)-1,2-oxazolidine